N-(1'-methyl-1'H-[1,4'-biimidazole]-4-yl)-2-(2-(pyridin-2-yl)pyrrolidin-1-yl)pyrrolo[2,1-f][1,2,4]triazin-4-amine CN1C=NC(=C1)N1C=NC(=C1)NC1=NC(=NN2C1=CC=C2)N2C(CCC2)C2=NC=CC=C2